OC1=CCN(C(=C1)C1=CC=CC=C1)C(=O)OCC1=CC=CC=C1 benzyl 4-hydroxy-6-phenylpyridine-1(2H)-carboxylate